N-(1-methylcyclopropyl)-1-[2-(3-methyl-2-oxoimidazolidin-1-yl)acetyl]indoline-6-sulfonamide CC1(CC1)NS(=O)(=O)C1=CC=C2CCN(C2=C1)C(CN1C(N(CC1)C)=O)=O